C(C)OC(=O)C=1OC(=CC1)C1=C(C=CC(=C1)OC1=C(C=CC=C1)[N+](=O)[O-])N 5-{2-amino-5-[(2-nitrophenyl)oxy]phenyl}furan-2-carboxylic acid ethyl ester